C(C1=CC=CC=C1)OC1=NC(=CC=C1NC1=CC(=C(C=C1)N1CCN(CC1)C1C(CN(CC1)C(=O)OC(C)(C)C)(F)F)F)OCC1=CC=CC=C1 tert-butyl 4-(4-(4-((2,6-bis(benzyloxy)pyridin-3-yl)amino)-2-fluorophenyl)piperazin-1-yl)-3,3-difluoropiperidine-1-carboxylate